N[C@@H](C(=O)N[C@H](C(=O)NCC=1C=CC(=NC1)CNC(OCC1=CC=CC=C1)=O)C)CCC1=CC=CC=C1 benzyl ((5-(((S)-2-((R)-2-amino-4-phenylbutanamido)propanamido)methyl)pyridin-2-yl)methyl)carbamate